1-(3-(2-((4-(4-methylpiperazin-1-yl)phenyl)amino)quinazolin-8-yl)pyrrolidin-1-yl)prop-2-en-1-one CN1CCN(CC1)C1=CC=C(C=C1)NC1=NC2=C(C=CC=C2C=N1)C1CN(CC1)C(C=C)=O